C(C)(C)(C)OC([C@H](COC=1C=CC(=NC1)N1C=[N+](C=C1)CCCNC(=O)OC(C)(C)C)ON1C(C2=CC=CC=C2C1=O)=O)=O (S)-1-(5-(3-(tert-butoxy)-2-((1,3-dioxoisoindolin-2-yl)oxy)-3-oxopropoxy)pyridin-2-yl)-3-(3-((tert-butoxycarbonyl)-amino)propyl)-1H-imidazol-3-ium